[[6-[[5-chloro-2-[(2S,4S)-4-[2-(2,6-dioxo-3-piperidyl)-1-oxo-isoindolin-5-yl]oxy-2-methyl-1-piperidyl]pyrimidin-4-yl]amino]-1-methyl-2-oxo-3-quinolyl]oxy]-N,N-dimethyl-acetamide ClC=1C(=NC(=NC1)N1[C@H](C[C@H](CC1)OC=1C=C2CN(C(C2=CC1)=O)C1C(NC(CC1)=O)=O)C)NC=1C=C2C=C(C(N(C2=CC1)C)=O)OCC(=O)N(C)C